CN1C=CC2=C1N=CC=C2C#N methyl-1H-pyrrolo[2,3-b]pyridine-4-carbonitrile